NC1=C2N=CN(C2=NC(=N1)Cl)[C@H]1C[C@@H]([C@](O1)(CO)C#C)O (2R,3S,5R)-5-(6-amino-2-chloropurin-9-yl)-2-ethynyl-2-(hydroxymethyl)oxolan-3-ol